2-((4-(((2-hydroxyethyl)amino)methyl)-6-methoxypyrimidin-2-yl)amino)phenol OCCNCC1=NC(=NC(=C1)OC)NC1=C(C=CC=C1)O